ClC1=CC=C(C(=N1)C(=O)O)N[C@H](C)C1=C2N=C(C(=NC2=CC(=C1)CC)C#N)N1CCC(CC1)(F)F (R)-6-chloro-3-((1-(2-cyano-3-(4,4-difluoropiperidin-1-yl)-7-ethylquinoxalin-5-yl)ethyl)amino)picolinic acid